(2-Hydroxyethyl)triphenylphosphonium bromide [Br-].OCC[P+](C1=CC=CC=C1)(C1=CC=CC=C1)C1=CC=CC=C1